F[C@@H]1[C@H]2N([C@@H]([C@@H]1CC2)C(=O)OC)C(=O)OC(C)(C)C 2-(tert-butyl) 3-methyl (1S,3S,4S,7S)-7-fluoro-2-azabicyclo[2.2.1]heptane-2,3-dicarboxylate